ClC=1C=C2C(=NC1OC)C(=C(N2C)C=2NC(=NN2)[C@@H](C#N)C)N2C=NC=C2 (R)-2-(5-(6-chloro-3-(1H-imidazol-1-yl)-5-methoxy-1-methyl-1H-pyrrolo[3,2-b]pyridin-2-yl)-4H-1,2,4-triazol-3-yl)propanenitrile